(((2S,4S)-2-(((4-(aminomethyl)pyridin-2-yl)oxy)methyl)-4-cyclohexylpyrrolidin-1-yl)sulfonyl)thiomorpholine 1,1-dioxide NCC1=CC(=NC=C1)OC[C@H]1N(C[C@@H](C1)C1CCCCC1)S(=O)(=O)N1CCS(CC1)(=O)=O